NC1=NC=CC(=C1Cl)OC1=C(C=C(C=C1)NC(=O)C=1N=NN(C1C)C1=CC=CC=C1)F (4-((2-amino-3-chloropyridin-4-yl)oxy)-3-fluorophenyl)-5-methyl-1-phenyl-1H-1,2,3-triazole-4-carboxamide